NC1=C(C=2C(=NC(=C3C2OCC3)O[C@@H]3CN(CCC3)C)N1C1=C(C(=CC=C1C)O)C)C(=O)N 7-Amino-6-(3-hydroxy-2,6-dimethylphenyl)-4-{[(3S)-1-methyl-hexahydropyridin-3-yl]oxy}-2,3-dihydrofuro[2,3-d]pyrrolo[2,3-b]pyridine-8-carboxamide